C[S+](C1=CC=C(C=C1)C)(C)=O dimethyl-(p-methylphenyl)sulfonium oxide